FC=1C=C(C=C(C1F)F)[As](O)(O)=O 3,4,5-trifluorophenylarsonic acid